3-iodo-7-[1-[(3-methyloxetan-3-yl)amino]ethyl]-9-(trifluoromethyl)pyrido[1,2-a]pyrimidin-4-one IC1=CN=C2N(C1=O)C=C(C=C2C(F)(F)F)C(C)NC2(COC2)C